3-mercaptopyruvate SCC(C(=O)[O-])=O